C(C)N(C(=O)[C@H]1CN(C)[C@@H]2CC3=C(N(C4=CC=CC(C2=C1)=C34)C(CC)=O)Br)CC 1-propionyl-2-bromo-lysergic acid diethylamide